1-(benzo[c][1,2,5]thiadiazol-4-ylmethyl)-3-cyclopropyl-urea N=1SN=C2C1C=CC=C2CNC(=O)NC2CC2